C(C=C)(=O)N1CC(CC1)C=1C=C(C=C2C=NC=NC12)C=1C=CC(=NC1)C(=O)NC1=CC(=CC=C1)F 5-(8-(1-propenoylpyrrolidin-3-yl)quinazolin-6-yl)-N-(3-fluorophenyl)pyridinecarboxamide